2-[1-[2-[4-[4-[(2,6-dioxo-3-piperidyl)amino]phenyl]-1-piperidyl]-2-oxo-ethyl]-4-piperidyl]-7-isopropoxy-N-phenyl-imidazo[1,2-a]pyridine-6-carboxamide formic acid salt C(=O)O.O=C1NC(CCC1NC1=CC=C(C=C1)C1CCN(CC1)C(CN1CCC(CC1)C=1N=C2N(C=C(C(=C2)OC(C)C)C(=O)NC2=CC=CC=C2)C1)=O)=O